CC=1C=CC=2N(C3=CC=C(C=C3C2C1)C)C=1C(=NC(=C(C1C1=CC=NC=C1)N1C2=CC=C(C=C2C=2C=C(C=CC12)C)C)N1C2=CC=CC=C2C=2C=C(C=CC12)N(C1=CC=CC=C1)C1=CC=CC=C1)N1C2=CC=CC=C2C=2C=C(C=CC12)N(C1=CC=CC=C1)C1=CC=CC=C1 9,9'-(3,5-bis(3,6-dimethyl-9H-carbazol-9-yl)-[4,4'-bipyridine]-2,6-diyl)bis(N,N-diphenyl-9H-carbazol-3-amine)